C(#N)N1C[C@H](CC1)C(=O)NC=1SC(=CN1)C1=CC=C(C=C1)C(NC)=O (S)-1-cyano-N-(5-(4-(methyl-carbamoyl)phenyl)thiazol-2-yl)pyrrolidine-3-carboxamide